BrC=1C=CC(=C(C(=O)[O-])C1)C1COCC1 5-bromo-2-(tetrahydrofuran-3-yl)benzoate